5-(cis-3-((4-bromopyridin-3-yl)oxy)cyclopentyl)-1-(tert-butyl)-1H-pyrazol-3-amine BrC1=C(C=NC=C1)O[C@H]1C[C@H](CC1)C1=CC(=NN1C(C)(C)C)N